C(C1=CC=CC=C1)SC=1C=C(C(=O)O)C=CC1 3-(benzylthio)benzoic acid